tert-butyl (2S,4S)-4-methoxy-2-[[(1S)-2-methoxy-2-oxo-1-[[(3S)-2-oxo-3-piperidyl]methyl]ethyl]carbamoyl]-4-(trifluoromethyl)pyrrolidine-1-carboxylate CO[C@]1(C[C@H](N(C1)C(=O)OC(C)(C)C)C(N[C@H](C(=O)OC)C[C@H]1C(NCCC1)=O)=O)C(F)(F)F